N1CC(C1)CCO 2-(azetidin-3-yl)ethanol